NCC(CCN(C1=C2CN(C(C2=CC=C1)=O)C1C(NC(CC1)=O)=O)CCC1CC1)C(F)(F)F 3-(4-((3-(aminomethyl)-4,4,4-trifluorobutyl)(2-cyclopropylethyl)amino)-1-oxoisoindolin-2-yl)piperidine-2,6-dione